(R)-1-(4-fluorophenyl)-5-(6-methyl-1-((1-propyl-1H-pyrazol-4-yl)sulfonyl)-1,2,3,6-tetrahydropyridin-4-yl)-1H-indazole FC1=CC=C(C=C1)N1N=CC2=CC(=CC=C12)C=1CCN([C@@H](C1)C)S(=O)(=O)C=1C=NN(C1)CCC